(S)-4-((4-(chloromethyl)-2-fluorobenzyl)amino)-2-(2,6-dioxopiperidin-3-yl)isoindoline tert-butyl-4-((2-amino-4-chloropyridin-3-yl)ethynyl)piperidine-1-carboxylate C(C)(C)(C)OC(=O)N1CCC(CC1)C#CC=1C(=NC=CC1Cl)N.ClCC1=CC(=C(CNC2=C3CN(CC3=CC=C2)[C@@H]2C(NC(CC2)=O)=O)C=C1)F